tert-butyl 5-[[4-(methylamino)-2-methylsulfanyl-pyrimidin-5-yl]methylamino]-2-azabicyclo[2.2.1]heptane-2-carboxylate CNC1=NC(=NC=C1CNC1C2CN(C(C1)C2)C(=O)OC(C)(C)C)SC